BrC1=CC(=C(C=C1)CC(=O)O)F 2-(4-bromo-2-fluoro-phenyl)acetic acid